N1(CCNCC1)C(C(=O)O)C piperazin-1-yl-propionic acid